4-(5-((2-chlorophenyl)amino)-1H-pyrazolo[4,3-b]pyridin-1-yl)-N-(1-methyl-4,5-dihydro-1H-imidazol-2-yl)thiophene-2-carboxamide ClC1=C(C=CC=C1)NC1=CC=C2C(=N1)C=NN2C=2C=C(SC2)C(=O)NC=2N(CCN2)C